rac-(1r,3s)-3-(trifluoromethyl)cyclopentane-1-amine hydrochloride Cl.FC([C@@H]1C[C@@H](CC1)N)(F)F |r|